E-N-(1-(3-bromo-4-fluorophenyl)ethylidene)-2-methylpropane-2-sulfonamide BrC=1C=C(C=CC1F)\C(\C)=N\S(=O)(=O)C(C)(C)C